ClC1=C(C(=CC=C1)F)C1NC2=CC=C(C=C2N(C1)[C@H](C(F)(F)F)C)N1N=C(N(C1=O)CC)CO 2-(2-(2-Chloro-6-fluorophenyl)-4-((S)-1,1,1-trifluoropropan-2-yl)-1,2,3,4-tetrahydroquinoxalin-6-yl)-4-ethyl-5-(hydroxymethyl)-2,4-dihydro-3H-1,2,4-triazol-3-one